N-[3-chloro-4-[4-[(2S,4S)-4-hydroxy-4-methyl-pyrrolidine-2-carbonyl]piperazine-1-carbonyl]phenyl]-5-(2,3-difluoro-4-methoxy-phenyl)-1-methyl-imidazole-2-carboxamide formate C(=O)O.ClC=1C=C(C=CC1C(=O)N1CCN(CC1)C(=O)[C@H]1NC[C@@](C1)(C)O)NC(=O)C=1N(C(=CN1)C1=C(C(=C(C=C1)OC)F)F)C